CC1=C(C=CC(=C1)C)C1=NN(C=C1)C=1C=CC(=C(CNC(OC)=O)C1)C methyl (5-[3-(2,4-dimethylphenyl)-1H-pyrazol-1-yl]-2-methylbenzyl)carbamate